O[C@H]1CN(CC1)CC1=C(C=C(C(=O)N)C=C1)C 4-(((R)-3-hydroxypyrrolidin-1-yl)methyl)-3-methylbenzamide